C(C)(=O)OCC1=C(C(=CC(=C1)Cl)S(NC1=C(C(=CC=C1)C=1C=C2C=NC(=NC2=CC1OC)N)F)(=O)=O)Cl 3-(N-(3-(2-amino-7-methoxyquinazolin-6-yl)-2-fluorophenyl)sulfamoyl)-2,5-dichlorobenzyl acetate